4-chloro-6,7-dimethoxy-N-(4-methoxybenzyl)quinolin-2-amine ClC1=CC(=NC2=CC(=C(C=C12)OC)OC)NCC1=CC=C(C=C1)OC